[5-(2,3-dimethyl-phenyl)-3-ethyl-2,4-dioxo-3,4-dihydro-2H-pyrimidin-1-yl]-methyl acetate C(C)(=O)OCN1C(N(C(C(=C1)C1=C(C(=CC=C1)C)C)=O)CC)=O